ClC=1C=C2C(=CC(=NC2=CC1)C(F)(F)F)N[C@@H]1C[C@@H](CCC1)NC(=O)C=1C=NN(C1)C1CC1 N-[(1R,3S)-3-{[6-chloro-2-(trifluoromethyl)quinolin-4-yl]amino}cyclohexyl]-1-cyclopropyl-1H-pyrazole-4-carboxamide